NC1=C(C(=CC=C1)C)N(S(=O)(=O)C)C N-(2-amino-6-methyl-phenyl)-N-methyl-methanesulfonamide